BrC1=CC=C(CBr)C=C1 lg-4-bromobenzyl bromide